NC1=C2N=C(N(C2=NC(=N1)F)CC=1C=CC(N(C1)CCOC1=NC=CC(=C1)CO)=O)Br 5-((6-amino-8-bromo-2-fluoro-9H-purin-9-yl)methyl)-1-(2-((4-(hydroxymethyl)pyridin-2-yl)oxy)ethyl)pyridin-2(1H)-one